BrC=1C=C(C(=NC1)CNC(C)C1=NC=CN=C1)F N-((5-bromo-3-fluoropyridin-2-yl)methyl)-1-(pyrazin-2-yl)ethan-1-amine